(R)-4-Bromo-1-(2-fluoro-4-((3-fluoropyrrolidin-1-yl)methyl)phenyl)-1H-imidazole BrC=1N=CN(C1)C1=C(C=C(C=C1)CN1C[C@@H](CC1)F)F